C(C)(C)(C)C=1OC2=C(N1)C=CC=C2 2-(tert-butyl)benzo[d]oxazole